Cl.C(C)O ethane-1-ol hydrochloride